ClC1=C2CN(C(C2=CC(=C1)CNC1(CCC1)C)=O)C1=CC(=CC=C1)[C@H](C1=CC=CC=C1)C1=NN=CN1C (S)-4-chloro-2-(3-((4-methyl-4H-1,2,4-triazol-3-yl)(phenyl)methyl)phenyl)-6-(((1-methylcyclobutyl)amino)methyl)isoindolin-1-one